maleic anhydride bis-laurate C(CCCCCCCCCCC)(=O)O.C(CCCCCCCCCCC)(=O)O.C1(\C=C/C(=O)O1)=O